C1C(CC12CCC2)NCCCCCCCNC2=CC=C(C=C2)NC2C(NC(CC2)=O)=O 3-((4-((7-(spiro[3.3]heptan-2-ylamino)heptyl)amino)phenyl)amino)piperidine-2,6-dione